2-(2-ethoxy-4-fluorophenyl)-2,2-difluoroacetic acid ethyl ester C(C)OC(C(F)(F)C1=C(C=C(C=C1)F)OCC)=O